CC1=C(C(=CC(=C1)C)C)S(=O)(=O)[O-].N[N+]1=C(C(=CC(=C1)C(=O)OC)Br)N 1,2-diamino-3-bromo-5-(methoxycarbonyl)pyridin-1-ium 2,4,6-trimethylbenzenesulfonate